3,5-dimethyladamantan-1-amine 2-(1-hydroxypentyl)benzoate OC(CCCC)C1=C(C(=O)O)C=CC=C1.CC12CC3(CC(CC(C1)(C3)C)C2)N